FC1=C(C=CC=C1)S(=O)(=N)C1=CC=C(C(=O)O)C=C1 4-[(2-fluorophenyl)sulfonimidoyl]benzoic Acid